CC(C)[C@@]1(C(=O)NC(=N1)C2=C(C=C(C=N2)COC)C(=O)[O-])C.[NH4+] The molecule is an ammonium salt resulting from the formal reaction of the carboxy group of (R)-imazamox with 1 mol eq. of ammonia. It contains a (R)-imazamox(1-). It is an enantiomer of a (S)-imazamox-ammonium.